NC1=C(C=C(C(=C1)OC)C1=C(C=CC=C1C)C)C1NC(=C([N+]1=O)C(=O)NC1=CC(=CC=C1)C(CC)(F)F)C 2-[2-amino-5-(2,6-dimethylphenyl)-4-methoxy-phenyl]-N-[3-(1,1-difluoropropyl)phenyl]-5-methyl-3-oxo-1H-imidazol-3-ium-4-carboxamide